(R)-4-(7-(1-cyclopropyl-1H-1,2,3-triazol-5-yl)-3-(1H-pyrazol-5-yl)isothiazolo[4,5-b]pyridin-5-yl)-3-methylmorpholine C1(CC1)N1N=NC=C1C1=C2C(=NC(=C1)N1[C@@H](COCC1)C)C(=NS2)C2=CC=NN2